[Si](C)(C)(C(C)(C)C)OCC=1C(=C(C(=O)O)C=CN1)Cl 2-(((tert-butyldimethylsilyl)oxy)methyl)-3-chloroisonicotinic acid